2-methyl-6-(1-allylpiperidin-4-yl)-7,8-dihydro-6H-pyrrolo[2,3-g]quinazolin-4-yl 2,4,6-triisopropylbenzenesulfonate C(C)(C)C1=C(C(=CC(=C1)C(C)C)C(C)C)S(=O)(=O)OC1=NC(=NC2=CC3=C(C=C12)N(CC3)C3CCN(CC3)CC=C)C